COCC1CC(C1)(O)C1=CC=2C(=NC(=CC2)C2=CC=3C(N=C2)=NN(C3)C)S1 3-(methoxymethyl)-1-(6-(2-methyl-2H-pyrazolo[3,4-b]pyridin-5-yl)thieno[2,3-b]pyridin-2-yl)cyclobutanol